C(C)N1C=C(C2=C(C=CC=C12)CC1=CC=C(C=C1)C(F)(F)F)C(=O)N[C@@H](C)C1=CC=C(C(=O)O)C=C1 4-[(1S)-1-[[1-ethyl-4-[[4-(trifluoromethyl)phenyl]methyl]indole-3-carbonyl]amino]ethyl]benzoic acid